4-{trans-2-[4-(3-Fluorophenyl)pyrimidin-2-yl]cyclopropyl}benzenesulfonamide FC=1C=C(C=CC1)C1=NC(=NC=C1)[C@H]1[C@@H](C1)C1=CC=C(C=C1)S(=O)(=O)N